The molecule is a doubly-charged organophosphate oxoanion resulting from the removal of two protons from the diphosphate group of N-acetyl-D-fucosaminyl undecaprenyl diphosphate; major species at pH 7.3. It is a conjugate base of a N-acetyl-D-fucosaminyl undecaprenyl diphosphate. C[C@@H]1[C@@H]([C@@H]([C@H](C(O1)OP(=O)([O-])OP(=O)([O-])OC/C=C(/C)\\CC/C=C(/C)\\CC/C=C(/C)\\CC/C=C(/C)\\CC/C=C(/C)\\CC/C=C(/C)\\CC/C=C(/C)\\CC/C=C(/C)\\CC/C=C(\\C)/CC/C=C(\\C)/CCC=C(C)C)NC(=O)C)O)O